C(=O)O.C(#N)C=1C(=NC=C(C1C1=CC(=C(C=C1)C#N)F)C1=CC(=C(C=C1)OC)O)N1CCC(CC1)NC1=CC=C(C=C1)/C=C/C(=O)NO (E)-3-(4-((1-(3-Cyano-4-(4-cyano-3-fluorophenyl)-5-(3-hydroxy-4-methoxyphenyl)pyridin-2-yl)piperidin-4-yl)amino)phenyl)-N-hydroxyacrylamide formate